C(C)N1CC[C@@H](C12CCOCC2)C2=CC=1C(=NC=CC1NC=1C=CC3=C(N=CS3)C1)S2 (S)-N-(2-(1-ethyl-8-oxa-1-azaspiro[4.5]decan-4-yl)thieno[2,3-b]pyridin-4-yl)benzo[d]thiazol-5-amine